[Si](C)(C)(C(C)(C)C)O[C@@H]1C[C@H](N(C1)C(=O)OC(C)(C)C)C=1N(C=CN1)CC=1C(=NN(C1C)C1=CC=CC=C1)C tert-butyl (2S,4R)-4-[tert-butyl(dimethyl)silyl]oxy-2-[1-[(3,5-dimethyl-1-phenyl-pyrazol-4-yl)methyl]imidazol-2-yl]pyrrolidine-1-carboxylate